2,2-diethyl-6-(5-(2-methoxyphenyl)pyrimidin-2-yl)chroman-4-one C(C)C1(OC2=CC=C(C=C2C(C1)=O)C1=NC=C(C=N1)C1=C(C=CC=C1)OC)CC